4-(4-formylpiperidin-1-yl)-N-[(1r,3r)-3-(3-chloro-4-cyanophenoxy)-2,2,4,4-tetramethylcyclobutyl]benzamide C(=O)C1CCN(CC1)C1=CC=C(C(=O)NC2C(C(C2(C)C)OC2=CC(=C(C=C2)C#N)Cl)(C)C)C=C1